OC[C@@H](CC1=NC(=CC=C1)OC)NC(OC(C)(C)C)=O tert-Butyl (R)-(1-hydroxy-3-(6-methoxypyridin-2-yl)propan-2-yl)carbamate